FC(CN(C(OC(C)(C)C)=O)C)(C1=CC=C(C=C1)N1N=C(C=C1)[N+](=O)[O-])F tert-butyl N-[2,2-difluoro-2-[4-(3-nitropyrazol-1-yl)phenyl]ethyl]-N-methylcarbamate